N=1N(N=CC1)C=1C=CC(=NC1)CN1C(C(N(C=C1)C1CC2CC2C1)=O)=O 1-((5-(2H-1,2,3-triazol-2-yl)pyridin-2-yl)methyl)-4-((cis)-bicyclo[3.1.0]hexan-3-yl)-1,4-dihydropyrazine-2,3-dione